3-[6,6-dimethyl-1-(oxetan-2-yl)-5,7-dihydro-4H-indazol-3-yl]3-oxopropionate CC1(CCC=2C(=NN(C2C1)C1OCC1)C(CC(=O)[O-])=O)C